BrC=1C=C(OC2=C(C(=C(C(=C2F)F)C(F)(F)F)F)F)C=CC1[N+](=O)[O-] 1-(3-bromo-4-nitrophenoxy)-2,3,5,6-tetrafluoro-4-(trifluoromethyl)benzene